CC=1N=C(NC1C)C1=NC=CC(=C1)C=1CN(C=CC1)[C@@H](C)C1=CC=CC=C1 2'-(4,5-Dimethyl-1H-imidazol-2-yl)-N-[(1S)-1-phenylethyl]-3,4'-bipyridine